ClC1=C(N=CC(=N1)N1CCN(CC1)C(=O)OC(C)(C)C)C(C1=C(C(=CC=C1)Cl)Cl)=O tert-butyl 4-[6-chloro-5-(2,3-dichlorobenzoyl)pyrazin-2-yl]piperazine-1-carboxylate